ClC1=C(CC2=NC3=C(N2C(C)C)C=C(C=C3)N)C=CC(=C1)Cl 2-(2,4-dichlorobenzyl)-1-isopropyl-1H-benzo[d]imidazol-6-amine